ClC=1C=C(N)C=C(C1C(F)(F)F)C1=C(C2=NC(=NC=3N([C@H]4CCOC[C@@H]4OC(=N1)C23)C)OCC2(CN(CCO2)C)C)F 3-chloro-5-((7aR,11aS)-2-((2,4-dimethylmorpholin-2-yl)methoxy)-4-fluoro-12-methyl-7a,8,10,11,11a,12-hexahydro-7,9-dioxa-1,3,6,12-tetraazapleiaden-5-yl)-4-(trifluoromethyl)aniline